(3,5-dibromo-4-hydroxyphenyl)(spiro[cyclopropane-1,3'-pyrido[2,3-b][1,4]oxazin]-1'(2'H)-yl)methanone BrC=1C=C(C=C(C1O)Br)C(=O)N1C2=C(OC3(C1)CC3)N=CC=C2